ClC=1C(=C(C=CC1)CNC(CN[C@@H](C)C1CC1)=O)F (S)-N-(3-chloro-2-fluorophenylmethyl)-2-((1-cyclopropylethyl)amino)acetamide